2-cyano-4-[3-(hydroxymethyl)azetidin-1-yl]Benzoic acid methyl ester COC(C1=C(C=C(C=C1)N1CC(C1)CO)C#N)=O